N1=CC=CC=2CN(CCC12)C(=O)C=1N=C2N(N1)[C@@H](C[C@@H]2F)C2=CC=CC=C2 |r| 7,8-Dihydro-5H-1,6-naphthyridin-6-yl-[rac-(5S,7S)-7-fluoro-5-phenyl-6,7-dihydro-5H-pyrrolo[1,2-b][1,2,4]triazol-2-yl]methanon